methyl((1-((2-(3,5-dichlorophenyl)-6-((2-(4-methylpiperazin-1-yl)pyrimidin-5-yl)oxy) pyridin-4-yl)methyl) piperidin-4-yl)methyl) carbamate C(N)(OC(C1CCN(CC1)CC1=CC(=NC(=C1)OC=1C=NC(=NC1)N1CCN(CC1)C)C1=CC(=CC(=C1)Cl)Cl)C)=O